2-(2-((2-bromo-3-fluorobenzyl)oxy)ethoxy)tetrahydro-2H-pyran BrC1=C(COCCOC2OCCCC2)C=CC=C1F